ClC1=NN2C(C(=N1)NC)=CC=C2 2-chloro-4-(methylamino)pyrrolo[2,1-f][1,2,4]triazine